BrC1=C(N)C(=CC(=C1)OCOC)Cl 2-bromo-6-chloro-4-(methoxymethoxy)aniline